C(C)N1C(=NC2=NC(=C(C=C21)C2=NN=NN2)C)C(O)(C2=CC=CC=C2)C2=CC=CC=C2 [1-ethyl-5-methyl-6-(1H-1,2,3,4-tetrazol-5-yl)-1H-imidazo[4,5-b]pyridin-2-yl]diphenylmethanol